N-(4-((5-cyano-4-methoxy-1-methyl-1H-indazol-3-yl)amino)-5-(propanoyl-3,3,3-d3)pyridin-2-yl)cyclopropanecarboxamide C(#N)C=1C(=C2C(=NN(C2=CC1)C)NC1=CC(=NC=C1C(CC([2H])([2H])[2H])=O)NC(=O)C1CC1)OC